FC(CN1CC=2NC3=CC=CC=C3C2C(C1)C)(C)C 2-(2-fluoro-2-methylpropyl)-4-methyl-2,3,4,9-tetrahydro-1H-pyrido[3,4-b]indole